FC=1C=C(C=C(C1)OCC(C)C)C1=CC=C(C(=N1)N1C(C[C@@H](C1)C)(C)C)C(=O)NS(=O)(=O)N1C[C@@H](CC1)O 6-(3-Fluoro-5-isobutoxyphenyl)-N-[(3R)-3-hydroxypyrrolidin-1-yl]sulfonyl-2-[(4S)-2,2,4-trimethylpyrrolidin-1-yl]pyridin-3-carboxamid